FC1=C2C(NC(=NC2=CC(=C1)OCC1CCN(CC1)C1CCN(CC1)C(=O)OC(C)(C)C)CSC1CCOCC1)=O tert-butyl 4-(((5-fluoro-4-oxo-2-(((tetrahydro-2H-pyran-4-yl)thio)methyl)-3,4-dihydroquinazolin-7-yl)oxy)methyl)-[1,4'-bipiperidine]-1'-carboxylate